[Pd](Cl)Cl.CN(C1=CC=C(C=C1)P(C(C)(C)C)C(C)(C)C)C.CN(C1=CC=C(C=C1)P(C(C)(C)C)C(C)(C)C)C bis(4-dimethylaminophenyl-di-tert-butylphosphine) palladium (II) dichloride